N-[(R)-2,3-dihydroxy-propoxy]-3,4-difluoro-2-(2-fluoro-4-iodo-phenylamino)-benzamide O[C@@H](CONC(C1=C(C(=C(C=C1)F)F)NC1=C(C=C(C=C1)I)F)=O)CO